Ethyldimethoxy(aminopropyl)silan C(C)[Si](CCCN)(OC)OC